ClC1=NC=C(C=C1C=1CCN(CC1)C(=O)OC(C)(C)C)F tert-butyl 2-chloro-5-fluoro-3',6'-dihydro-[3,4'-bipyridine]-1'(2'H)-carboxylate